CN(S(=O)(=O)CCN1N=CC(=C1)C=1N=C(C=2N(C1)N=CC2)C=2C=NN(C2)C(CC)CC)C N,N-dimethyl-2-(4-(4-(1-(pentan-3-yl)-1H-pyrazol-4-yl)pyrazolo[1,5-a]pyrazin-6-yl)-1H-pyrazol-1-yl)ethanesulfonamide